7-phenoxy-1,2,3,4-tetrahydronaphthalen O(C1=CC=CC=C1)C1=CC=C2CCCCC2=C1